3-ACETAMIDO-4-NITROPHENYLBORONIC ACID C(C)(=O)NC=1C=C(C=CC1[N+](=O)[O-])B(O)O